C1(=CC=CC=C1)C=1N=C(NC1)C1COC2=CC=C(C=C2C1)OC1=CC(=NC=C1)NC1=NC=CC=C1 4-[3-(4-phenyl-1H-imidazol-2-yl)chroman-6-yl]oxy-N-(2-pyridinyl)pyridin-2-amine